The molecule is a pentacyclic triterpenoid that is olean-18-ene substituted by alpha-hydroxy groups at positions 3 and 11 respectively and a carboxy group at position 28. It has been isolated from the leaves and twigs of Fatsia polycarpa. It has a role as a plant metabolite. It is a hydroxy monocarboxylic acid and a pentacyclic triterpenoid. It derives from a hydride of an oleanane. C[C@]12CC[C@H](C([C@@H]1CC[C@@]3([C@@H]2[C@@H](C[C@H]4[C@]3(CC[C@@]5(C4=CC(CC5)(C)C)C(=O)O)C)O)C)(C)C)O